BrC1=CN(C=2N=CN=C(C21)NCC2=C(C=CC(=N2)N2C[C@H](N([C@H](C2)C)C(=O)OC(C)(C)C)C)C)S(=O)(=O)C2=CC=C(C)C=C2 Tert-butyl (2R,6S)-4-(6-(((5-bromo-7-tosyl-7H-pyrrolo[2,3-d]pyrimidin-4-yl)amino)methyl)-5-methylpyridin-2-yl)-2,6-dimethylpiperazine-1-carboxylate